CC1=C(C(=O)P(CC(C)C)(C(C2=C(C=C(C=C2C)C)C)=O)=O)C(=CC(=C1)C)C bis(2,4,6-trimethylbenzoyl)isobutylphosphin oxide